C(C)(C)(C)OC(=O)N1C[C@H](CC1)N1N=C(C(=C1NC)C#N)Br (S)-3-(3-bromo-4-cyano-5-(methylamino)-1H-pyrazol-1-yl)pyrrolidine-1-carboxylic acid tert-butyl ester